C(C)(C)(C)OC1=C(C(=CC(=C1)OC(C)(C)C)OC(C)(C)C)O 2,4,6-tri-tert-butoxyphenol